4,5,6-trifluoroisobenzofuran-1,3-dione FC1=C2C(OC(C2=CC(=C1F)F)=O)=O